2,2,6,6-tetramethyl-1-cyclohexanone CC1(C(C(CCC1)(C)C)=O)C